C(CCC)S(=O)(=O)C1=CC=2C(=NN(N2)C2=C(C(=CC(=C2)C(C)(C)C)C(C)(C)C)O)C=C1 5-butylsulfonyl-2-(2-hydroxy-3,5-di-t-butylphenyl)-2H-benzotriazole